2'-chloro-N-(6-((3S or R,4R or S)-3-fluoro-4-hydroxy-4-methylpiperidin-1-yl)thiazolo[4,5-b]pyrazin-2-yl)-5'-methoxy-6-methyl-[4,4'-bipyridine]-3-carboxamide ClC1=NC=C(C(=C1)C1=C(C=NC(=C1)C)C(=O)NC=1SC=2C(=NC=C(N2)N2C[C@@H]([C@](CC2)(C)O)F)N1)OC |o1:27,28|